((1-cyclohexyl-1H-pyrazol-5-yl)methyl)-2-(4-fluoro-3-hydroxyphenyl)oxazole-5-carboxamide C1(CCCCC1)N1N=CC=C1CC=1N=C(OC1C(=O)N)C1=CC(=C(C=C1)F)O